The molecule is a tensyuic acid that is itaconic acid which has been substituted at position 3 by a 3-(ethoxycarbonyl)propyl group. The (-)-isomer, isolated from Aspergillus niger FKI-2342. It has a role as an Aspergillus metabolite. It is a tensyuic acid, an ethyl ester and a dicarboxylic acid. CCOC(=O)CCCC(C(=C)C(=O)O)C(=O)O